C(#N)C=1C=C(C(=O)NC)C=CC1NCC#CC=1N=C2N(C=CC=C2N[C@H]2[C@H](CN(CC2)C)F)C1CC(F)(F)F 3-cyano-4-{[3-(8-{[(3S,4R)-3-fluoro-1-methylpiperidin-4-yl]amino}-3-(2,2,2-trifluoroethyl)imidazo[1,2-a]pyridin-2-yl)prop-2-yn-1-yl]amino}-N-methylbenzamide